potassium perfluorononenoxybenzenesulfonate FC=1C(=C(C(=C(C1F)F)F)S(=O)(=O)[O-])OC(=C(C(C(C(C(C(C(C(F)(F)F)(F)F)(F)F)(F)F)(F)F)(F)F)(F)F)F)F.[K+]